3,3-difluoro-1-[(2S,5S)-9-fluoro-2,3-dihydro-2,5-methano-1,4-benzoxazepin-4(5H)-yl]-2,2-dimethylbutan-1-one FC(C(C(=O)N1C[C@H]2OC3=C([C@@H]1C2)C=CC=C3F)(C)C)(C)F